3-((3-nitropyridin-2-yl)amino)azetidine-1-carboxylic acid tert-butyl ester C(C)(C)(C)OC(=O)N1CC(C1)NC1=NC=CC=C1[N+](=O)[O-]